CC(C)(CCC(C)(OC(C1=CC=CC=C1)=O)C)OC(C1=CC=CC=C1)=O 2,5-dimethyl-2,5-di(benzoyloxy)hexane